nonylphenyl-pentaerythritol diphosphite OP(O)OP(O)O.C(CCCCCCCC)C(O)(C(CO)(CO)CO)C1=CC=CC=C1